C1(CC1)=CC1=C(C=CC=C1)C(F)(F)F 1-(cyclopropylidenemethyl)-2-(trifluoromethyl)benzene